C=C1OCCCCCO1 2-methylene-1,3-dioxocane